FC(C=1C=CC2=C(C(CS(N2)(=O)=O)=O)C1)(F)F 6-(Trifluoromethyl)-1H-2,1-benzothiazin-4(3H)-on-2,2-dioxid